C(C1=CC=CC=C1)OC1=C(C=C(C=C1)NC(CC1=C(C=CC=C1)Cl)=O)S(N)(=O)=O N-[4-(benzyloxy)-3-sulfamoylphenyl]-2-(2-chlorophenyl)acetamide